C[Si](CCS)(C)C 2-(trimethylsilyl)-ethanethiol